ClC=1C=C2CCC[C@H](C2=CC1)NC(=O)[C@@H]1C(C[C@@H]2SCC[C@@H](C(N21)=O)NC([C@H](C)NC)=O)(C)C (4S,7S,9aS)-N-((R)-6-chloro-1,2,3,4-tetrahydronaphthalen-1-yl)-8,8-dimethyl-4-((S)-2-(methylamino)propanamido)-5-oxooctahydropyrrolo[2,1-b][1,3]thiazepine-7-carboxamide